ClC1=CC(=C2C(=N1)C(=C(S2)[C@@H]([C@H](C)N[S@](=O)C(C)(C)C)C)C)NCC=2OC=CC2 |&1:10| (R)-N-((2S,3R/S)-3-(5-Chloro-7-((furan-2-ylmethyl)amino)-3-methylthieno[3,2-b]pyridin-2-yl)butan-2-yl)-2-methylpropane-2-sulfinamide